FC1=CC=C(C=C1)N1CC=2C(=NC=CC2C1=O)C1=C(C=CC=C1)N1CCNCC1 2-(4-fluorophenyl)-4-[2-(piperazin-1-yl)phenyl]-2,3-dihydro-1H-pyrrolo[3,4-c]pyridin-1-one